C(CCCCCC(=O)OCCCCCCCCC(C)C)(=O)OCCCCCCCCC(C)C diisoundecyl heptanedioate